CC1=C(C=C(C(=O)NC2=NC(=NO2)C(C)C)C=C1)C#CC=1C=NC=CC1 4-methyl-N-[3-(propan-2-yl)-1,2,4-oxadiazol-5-yl]-3-[2-(pyridin-3-yl)ethynyl]benzamide